R-lysine N[C@H](CCCCN)C(=O)O